R-[5-bromo-2-(3-ethylimidazo[4,5-b]pyridin-2-yl)-3-pyridyl]-ethyl-imino-oxo-λ6-sulfane BrC=1C=C(C(=NC1)C1=NC=2C(=NC=CC2)N1CC)[S@@](=O)(=N)CC